5-amino-3-(2-((tert-butyldimethylsilyl)oxy)ethyl)-1,3,4-thiadiazol-2(3H)-one NC1=NN(C(S1)=O)CCO[Si](C)(C)C(C)(C)C